4-((2S,5R)-4-(1-(4-cyclopropyl-2-fluorophenyl)ethyl)-5-ethyl-2-methylpiperazin-1-yl)-1-methyl-2-oxo-1,2-dihydropyrido[3,2-d]Pyrimidine-6-carbonitrile C1(CC1)C1=CC(=C(C=C1)C(C)N1C[C@@H](N(C[C@H]1CC)C=1C2=C(N(C(N1)=O)C)C=CC(=N2)C#N)C)F